C1(=CC=CC=C1)C=1C(=C(C=CC1NC1=CC(=CC=C1)CC)C1=CC=C(C=C1)NC1=CC(=CC=C1)CC)C1=CC=CC=C1 diphenyl-N,N'-bis(3-ethylphenyl)-(1,1'-biphenyl)-4,4'-diamine